4-[5-(chloromethyl)pyrazin-2-yl]morpholine ClCC=1N=CC(=NC1)N1CCOCC1